N-[(2S)-2-[(6-bromopyridin-2-yl)oxy]propyl]formamide BrC1=CC=CC(=N1)O[C@H](CNC=O)C